C(C)(C)NC=1C=C(C(=O)OC)C=CC1[N+](=O)[O-] methyl 3-(isopropylamino)-4-nitrobenzoate